(4aS)-3-(tert-butoxycarbonyl)-9-(((2,6-dioxopiperidin-3-yl)amino)methyl)-1,2,3,4,4a,5-hexahydrobenzo[b]pyrazino[1,2-d][1,4]oxazine-8-carboxylic acid C(C)(C)(C)OC(=O)N1C[C@@H]2N(C3=C(OC2)C=C(C(=C3)CNC3C(NC(CC3)=O)=O)C(=O)O)CC1